C(#N)C1=CC=C(CCN[C@H](C(=O)NC2=NC=C(C=C2)C2CC2)C2=CC=CC=C2)C=C1 |r| (S)- and (R)-2-((4-cyanophenethyl)amino)-N-(5-cyclopropylpyridin-2-yl)-2-phenylacetamide